N1(CCC(CC1)NC=1C=C(N=NC1N)C1=C(C=CC=C1)O)C1CCNCC1 2-(5-([1,4'-bipiperidin]-4-ylamino)-6-aminopyridazin-3-yl)phenol